4-([1,2,4]triazolo[4,3-c]pyrimidin-7-yloxy)-3-methylaniline N=1N=CN2C=NC(=CC21)OC2=C(C=C(N)C=C2)C